2-fluoro-3-iodo-4-methylbenzoic acid FC1=C(C(=O)O)C=CC(=C1I)C